COC(CCCCCC(C)C)=O.C1CCCCCCCCC1.C1CCCCCCCCC1.C1CCCCCCCCC1 tricyclodecane methyl-isononanoate